3-((1-(5-acetamidopyridin-3-yl)azetidin-3-yl)oxy)-4-methyl-N-(5-(trifluoromethyl)pyridin-3-yl)benzamide C(C)(=O)NC=1C=C(C=NC1)N1CC(C1)OC=1C=C(C(=O)NC=2C=NC=C(C2)C(F)(F)F)C=CC1C